C(C)N1N=NC2=C1C=CC(=C2C)[C@@H](C(C(=O)[O-])(C)C)C2=NC=C(C(=C2)CO)C (S)-3-(1-ethyl-4-methyl-1H-benzo[d][1,2,3]triazol-5-yl)-3-(4-(hydroxymethyl)-5-methylpyridin-2-yl)-2,2-dimethylpropanoate